FC(C1=NNC(=C1)C(=O)N)(F)F 3-(trifluoromethyl)-1H-pyrazole-5-carboxamide